FC(C(OC(C(OC(=C(F)F)F)(F)F)(C(F)(F)F)F)(F)F)(F)F perfluoro(4-methyl-3,6-dioxa-7-octene)